FC(OC1=CC(=C(C=C1C)NC(=O)N[C@@H](C)C=1N(N=CN1)C1=NC=CC=N1)C)F 1-[4-(difluoromethoxy)-2,5-dimethyl-phenyl]-3-[(1S)-1-(2-pyrimidin-2-yl-1,2,4-triazol-3-yl)ethyl]urea